manganese-silicon oxide [Si]=O.[Mn]